1,2,5,6-hexanetetracarboxylate C(C(CCC(CC(=O)[O-])C(=O)[O-])C(=O)[O-])C(=O)[O-]